9,9'-(4,6-bis(4,6-diphenyl-1,3,5-triazin-2-yl)-2-(3,6-diphenyl-9H-carbazol-9-yl)-1,3-phenylene)bis(3,6-dimethyl-9H-carbazole) C1(=CC=CC=C1)C1=NC(=NC(=N1)C1=CC=CC=C1)C1=C(C(=C(C(=C1)C1=NC(=NC(=N1)C1=CC=CC=C1)C1=CC=CC=C1)N1C2=CC=C(C=C2C=2C=C(C=CC12)C)C)N1C2=CC=C(C=C2C=2C=C(C=CC12)C1=CC=CC=C1)C1=CC=CC=C1)N1C2=CC=C(C=C2C=2C=C(C=CC12)C)C